[Si](C1=CC=CC=C1)(C1=CC=CC=C1)(C(C)(C)C)OC[C@H]1N(C(CC1)C#N)C(=O)OC(C)(C)C tert-butyl (2S)-2-[[tert-butyl (diphenyl) silyl] oxymethyl]-5-cyano-pyrrolidine-1-carboxylate